ClC=1C(=NC=C(C1)C(=O)OCC)N1C(CN(CC1)C(=O)OC(C)(C)C)=O tert-Butyl 4-(3-chloro-5-(ethoxycarbonyl)pyridin-2-yl)-3-oxopiperazine-1-carboxylate